3,5-dibromo-6-fluoropyridin-2-amine BrC=1C(=NC(=C(C1)Br)F)N